ClC=1C(N(C=C(N1)Cl)C1=CC=NN1C)=O 3,5-dichloro-1-(1-methyl-1H-pyrazol-5-yl)-pyrazin-2(1H)-one